CO[C@H]1C[C@H](C1)NC=1N=CC2=C(N1)NC=C2C2=CC=1N(C=C2)N=CC1C(=O)N[C@@H]1CC[C@@H](CC1)OC 5-(2-((cis-3-methoxycyclobutyl)amino)-7H-pyrrolo[2,3-d]pyrimidin-5-yl)-N-(cis-4-methoxycyclohexyl)pyrazolo[1,5-a]pyridine-3-carboxamide